(2S,4R)-6-chloro-4-hydroxy-N-(3-{2-oxo-5-[cis-3-(trifluoromethoxy)cyclobutyl]-1,3-oxazolidin-3-yl}bicyclo[1.1.1]pentan-1-yl)-3,4-dihydro-2H-1-benzopyran-2-carboxamide ClC=1C=CC2=C([C@@H](C[C@H](O2)C(=O)NC23CC(C2)(C3)N3C(OC(C3)[C@@H]3C[C@@H](C3)OC(F)(F)F)=O)O)C1